S(N)(OC[C@@H]1[C@H](C[C@@H](C1)NC1=NC=NC=C1C(=O)C=1SC=C(C1)CC1=C(C(=CC=C1)Cl)F)O)(=O)=O {(1R,2S,4R)-4-[(5-{[4-(3-chloro-2-fluorobenzyl)-2-thienyl]carbonyl}pyrimidin-4-yl)amino]-2-hydroxy cyclopentyl}methyl sulfamate